C1(=CC=CC=C1)C=COP(O)(O)=O 2-phenyl-vinyl-phosphoric acid